FC(C=1C=C2C(=CC=NC2=C(C1)C(F)(F)F)N[C@H](C(=O)N=CN(C)C)C)(F)F (2S)-2-[[6,8-bis(trifluoromethyl)-4-quinolinyl]amino]-N-(dimethylaminomethylene)propionamide